F[C@@H]1CC=2N(C=NC2CC(=O)OCC)C1 Ethyl (R)-2-(6-fluoro-6,7-dihydro-5H-pyrrolo[1,2-c]imidazol-1-yl)acetate